1-(2-Fluoro-3-(4,4,5,5-tetramethyl-1,3,2-dioxaborolan-2-yl)phenyl)cyclopropane-1-carbonitrile FC1=C(C=CC=C1B1OC(C(O1)(C)C)(C)C)C1(CC1)C#N